rac-(1R,2R,3S,4R,5S)-N-(3,4-dichlorophenyl)-5-hydroxy-3-(2-methylpyridine-4-yl)-7-oxabicyclo[2.2.1]Heptane-2-carboxamide ClC=1C=C(C=CC1Cl)NC(=O)[C@H]1[C@H]2C[C@@H]([C@@H]([C@@H]1C1=CC(=NC=C1)C)O2)O |r|